benzotriazol-1-yloxy-N-(3-methylsulfonylphenyl)-5-(trifluoromethyl)pyridine-3-carboxamide N1(N=NC2=C1C=CC=C2)OC2=NC=C(C=C2C(=O)NC2=CC(=CC=C2)S(=O)(=O)C)C(F)(F)F